(R)-N-(3-(2-methyl-1-(4-methyl-4H-1,2,4-triazol-3-yl)propan-2-yl)phenyl)-5-((2-methylmorpholino)methyl)-2-oxo-1-(2,2,2-trifluoroethyl)-1,2-dihydropyridine-3-carboxamide CC(CC1=NN=CN1C)(C)C=1C=C(C=CC1)NC(=O)C=1C(N(C=C(C1)CN1C[C@H](OCC1)C)CC(F)(F)F)=O